(Z)-N-(2-(4-((2-(2,6-dioxopiperidin-3-yl)-1,3-dioxoisoindolin-4-yl)glycyl)piperazin-1-yl)ethyl)-5-((5-fluoro-2-oxoindolin-3-ylidene)methyl)-2,4-dimethyl-1H-pyrrole-3-carboxamide O=C1NC(CCC1N1C(C2=CC=CC(=C2C1=O)NCC(=O)N1CCN(CC1)CCNC(=O)C1=C(NC(=C1C)\C=C\1/C(NC2=CC=C(C=C12)F)=O)C)=O)=O